C(C(=C)C)(=O)OC12CCCCCCC(CCCCC1)C2 bicyclo[6.5.1]tetradecanyl methacrylate